3-[2-[4-(6-bromo-8-chloro-4-oxo-chromen-2-yl)phenoxy]ethoxy]cyclobutanecarboxylic acid methyl ester COC(=O)C1CC(C1)OCCOC1=CC=C(C=C1)C=1OC2=C(C=C(C=C2C(C1)=O)Br)Cl